C(CCC)OC1=CC(=NC2=CC=C(C=C12)C(=O)N1CCOCC1)C (4-butoxy-2-methylquinolin-6-yl)(morpholino)methanone